(Z)-2-[4-fluoro-5-(3-isopropylpyrazol-1-yl)-2-methyl-phenoxy]-3-methoxy-prop-2-enoate FC1=CC(=C(O\C(\C(=O)[O-])=C/OC)C=C1N1N=C(C=C1)C(C)C)C